(S)-N-benzyl-2-(1-(cyclohexylsulfonyl)piperidin-2-yl)-5-methylthiazole-4-carboxamide C(C1=CC=CC=C1)NC(=O)C=1N=C(SC1C)[C@H]1N(CCCC1)S(=O)(=O)C1CCCCC1